1H-1,2,4-triazol-5-amine hydrochloride Cl.N1N=CN=C1N